tert-butyl 8-((3-(2,6-dioxopiperidin-3-yl)-1-methyl-1H-indazol-6-yl)amino)-2-azaspiro[4.5]decane-2-carboxylate O=C1NC(CCC1C1=NN(C2=CC(=CC=C12)NC1CCC2(CCN(C2)C(=O)OC(C)(C)C)CC1)C)=O